FC(C(=O)N1CCC2=C(CC1)C1=C(O2)C=CC(=C1)Br)(F)F N-(trifluoroacetyl)-9-bromo-2,3,4,5-tetrahydro-1H-benzofuro[2,3-d]azepine